FC1=CC=C2CC(CNC2=C1C#C[Si](C)(C)C)O 7-fluoro-8-[2-(trimethylsilyl)ethynyl]-1,2,3,4-tetrahydroquinolin-3-ol